trans-4-(4-(4-(difluoromethyl)-1H-pyrazol-1-yl)-1-((5-methoxy-7-methyl-1H-indol-4-yl)methyl)piperidin-2-yl)benzoic acid FC(C=1C=NN(C1)[C@H]1C[C@@H](N(CC1)CC1=C2C=CNC2=C(C=C1OC)C)C1=CC=C(C(=O)O)C=C1)F